(7-amino-3-(benzo[d]oxazol-6-yl)thieno[2,3-b]pyrazin-6-yl)(piperidin-1-yl)methanone NC1=C(SC2=NC(=CN=C21)C2=CC1=C(N=CO1)C=C2)C(=O)N2CCCCC2